CN1N=CC(=N1)C1=CC=CC(=N1)C=1N=C(SC1)NC(CNC(OC(C)(C)C)=O)=O tert-butyl N-[2-[[4-[6-(2-methyltriazol-4-yl)-2-pyridyl]thiazol-2-yl]amino]-2-oxoethyl]carbamate